[1-(4-fluorophenyl)-8-methoxy-9-(2-methyltetrazol-5-yl)-5,6-dihydropyrrolo[2,1-a]isoquinolin-3-yl]-[(2S)-2-[1-hydroxypropyl]-2-methyl-pyrrolidin-1-yl]methanone FC1=CC=C(C=C1)C=1C=C(N2C1C1=CC(=C(C=C1CC2)OC)C=2N=NN(N2)C)C(=O)N2[C@](CCC2)(C)C(CC)O